C1CCN(CC1)CCOC2=CC=C(C=C2)C3=CN4C(=C(C=N4)C5=CC=NC=C5)N=C3 The molecule is a pyrazolopyrimidine that is pyrazolo[1,5-a]pyrimidine which is substituted at positions 3 and 6 by pyridin-4-yl and p-[2-(piperidin-1-yl)ethoxy]phenyl groups, respectively. It is a potent, selective, reversible, and ATP-competitive inhibitor of AMPK (AMP-activated protein kinase, EC 2.7.11.31) and a selective inhibitor of bone morphogenetic protein (BMP) signaling. It has a role as an EC 2.7.11.31 {[hydroxymethylglutaryl-CoA reductase (NADPH)] kinase} inhibitor and a bone morphogenetic protein receptor antagonist. It is a pyrazolopyrimidine, a member of piperidines, an aromatic ether and a member of pyridines.